N-(2-fluoro-4-(2-(((1r,4r)-4-((2-fluoroethyl)(methyl)amino)cyclohexyl)amino)-8-isopropyl-7-oxo-7,8-dihydropteridin-6-yl)phenyl)-1-phenylmethanesulfonamide FC1=C(C=CC(=C1)C1=NC=2C=NC(=NC2N(C1=O)C(C)C)NC1CCC(CC1)N(C)CCF)NS(=O)(=O)CC1=CC=CC=C1